C(C(=C)C)(=O)OCC[N+](CC)(C)C methacryloyloxyethyldimethylethyl-aminium